N-(3-chloro-2-fluoro-4-methoxyphenyl)-6-(3-methylazetidin-3-yl)quinazolin-4-amine ClC=1C(=C(C=CC1OC)NC1=NC=NC2=CC=C(C=C12)C1(CNC1)C)F